C1(=CC=CC=C1)OC(C1=CC=CC=C1)CCC (α-propylbenzyl) phenyl ether